4-(6-(3-aminophenyl)-5-nitro-2H-indazol-2-yl)-2-methylbutan-2-ol NC=1C=C(C=CC1)C=1C(=CC2=CN(N=C2C1)CCC(C)(O)C)[N+](=O)[O-]